BrC/C=C/C(=O)NC(C)(C)C (E)-4-Bromo-N-(tert-butyl)but-2-enamide